(2R,4S)-N-((2S)-1-((2-amino-5,6,7,8-tetrahydroquinolin-5-yl)amino)-1-oxopropan-2-yl)-4-(4-fluorobenzyl)pyrrolidine-2-carboxamide NC1=NC=2CCCC(C2C=C1)NC([C@H](C)NC(=O)[C@@H]1NC[C@H](C1)CC1=CC=C(C=C1)F)=O